2-[3-(5-imidazo[1,5-a]pyridin-8-ylpyrazin-2-yl)-4-methyl-2-oxo-benzimidazol-1-yl]-N-(2,2,2-trifluoroethyl)acetamide C=1N=CN2C1C(=CC=C2)C=2N=CC(=NC2)N2C(N(C1=C2C(=CC=C1)C)CC(=O)NCC(F)(F)F)=O